[Cl-].CC1(CCNCC1)C Dimethyl-Piperidine Chloride